7-(methylamino)pyrazolo[1,5-a]pyrimidine-3-carboxamide Benzyl-(R)-10-cyclopropyl-1-(9H-fluoren-9-yl)-3,6-dioxo-2,9-dioxa-4,7-diazaundecan-11-oate C(C1=CC=CC=C1)OC([C@H](OCNC(CNC(OCC1C2=CC=CC=C2C=2C=CC=CC12)=O)=O)C1CC1)=O.CNC1=CC=NC=2N1N=CC2C(=O)N